C(C)(C)(C)[C@]12[C@H](NC[C@@H](CC1)N2)[C@H](C2CC2)OC2=NC(=C(C=1N=C(NC(C12)=O)SC)F)Cl tert-butyl-(1S,2S,5R)-2-((S)-((7-chloro-8-fluoro-2-(methylthio)-4-oxo-3,4-dihydropyrido[4,3-d]pyrimidin-5-yl)oxy)(cyclopropyl)methyl)-3,8-diazabicyclo[3.2.1]octane